N-[4-(2,4-dihydroxyphenyl)pentanoyl]-D-alanine ethyl ester C(C)OC([C@H](NC(CCC(C)C1=C(C=C(C=C1)O)O)=O)C)=O